(S)-4-(1-((2-(6,6-dimethyl-4,5,6,7-tetrahydro-1H-indazol-3-yl)-5-fluoro-1H-indol-6-yl)(methyl)amino)-1-oxopropan-2-yl)piperazine-1-carboxylic acid tert-butyl ester C(C)(C)(C)OC(=O)N1CCN(CC1)[C@H](C(=O)N(C)C1=C(C=C2C=C(NC2=C1)C1=NNC=2CC(CCC12)(C)C)F)C